CN1C2CN(C(C1)CC2)C 2,5-dimethyl-2,5-diazabicyclo[2.2.2]octane